3-(cyclohex-1-en-1-yl)cinnamoylguanidine C1(=CCCCC1)C=1C=C(C=CC(=O)NC(=N)N)C=CC1